[N+](=O)([O-])[O-].[Cu+2].C(=C)N1C=NC=C1.[N+](=O)([O-])[O-] (1-vinyl-imidazole) copper (II) nitrate